C(C=C)C=1C=C(C(N(C1)C(C(=O)OCC)CC(C)C)=O)C(F)F Ethyl 2-(5-allyl-3-(difluoromethyl)-2-oxopyridin-1(2H)-yl)-4-methylpentanoate